behenyl linoleate C(CCCCCCC\C=C/C\C=C/CCCCC)(=O)OCCCCCCCCCCCCCCCCCCCCCC